1-methyl-N-((1-(3-(methylthio)benzyl)cyclobutyl)methyl)-5-oxo-4,5-dihydro-1H-1,2,4-triazole-3-carboxamide CN1N=C(NC1=O)C(=O)NCC1(CCC1)CC1=CC(=CC=C1)SC